C(CCCCC)[P+](CCCC)(CCCC)CCCC hexyltributylphosphonium